C(C)(C)(C)OC(N[C@@H]1C[C@H](C1)OC1=C2C=NN(C2=CC(=C1)C1=C(C=C(C(=C1)F)O)CC)C1OCCCC1)=O trans-tert-butyl(3-((6-(2-ethyl-5-fluoro-4-hydroxyphenyl)-1-(tetrahydro-2H-pyran-2-yl)-1H-indazol-4-yl)oxy) cyclobutyl)carbamate